ClC1=NN(C=C1C1=NC=CC(=N1)NC=1N=CC2=C(C=CC(=C2C1)C(C)C)N[C@@H]([C@H](C)CS(=O)(=O)C)C)C N-(2-(3-chloro-1-methyl-1H-pyrazol-4-yl)pyrimidin-4-yl)-5-isopropyl-8-((2R,3S)-2-methyl-3-((methanesulfonyl)methyl)azabut-1-yl)isoquinolin-3-amine